N-[5-(diethylamino)pentyl]acrylamide C(C)N(CCCCCNC(C=C)=O)CC